3-(((R)-7-((2S,4R)-2-(2,5-Difluorophenyl)-4-(ethylamino)piperidine-1-carbonyl)-7-azaspiro[4.5]decan-10-yl)methyl)-6-fluoroquinazolin-4(3H)-one FC1=C(C=C(C=C1)F)[C@H]1N(CC[C@H](C1)NCC)C(=O)N1CC2(CCCC2)[C@@H](CC1)CN1C=NC2=CC=C(C=C2C1=O)F